N[C@@H](CC1=CC(=CC(=C1)F)F)C1=NC2=CC(=CC(=C2C(N1C=1C=CC(=C2C(=NN(C12)C)NS(=O)(=O)C)Cl)=O)F)OC (S)-N-(7-(2-(1-amino-2-(3,5-difluorophenyl)ethyl)-5-fluoro-7-methoxy-4-oxoquinazolin-3(4H)-yl)-4-chloro-1-methyl-1H-indazol-3-yl)methanesulfonamide